FC1=C(C=CC=C1)\C(\C)=N\OCC1=C(C=CC=C1C)\C(\C(=O)NC)=N/OC (2E)-2-[2-[[(E)-1-(2-fluorophenyl)ethylideneamino]oxymethyl]-3-methylphenyl]-2-methoxyimino-N-methylacetamide